BrC1=C(C=NN(C1=O)C1=CC=CC=C1)NC(C(=O)O)=O 5-bromo-1,6-dihydro-6-oxo-1-phenylpyridazin-4-yloxamic acid